dimethylsilyl-bis-(tetrahydroindenyl)hafnium C[SiH](C)[Hf](C1CCC2CC=CC=C12)C1CCC2CC=CC=C12